2-methyl-6-(2'-(morpholinomethyl)-[1,1'-biphenyl]-4-yl)-1H-benzo[d]imidazole-4-carboxylic acid CC1=NC2=C(N1)C=C(C=C2C(=O)O)C2=CC=C(C=C2)C2=C(C=CC=C2)CN2CCOCC2